5-(ethylsulfanyl)-6-[3-methyl-6-(1,1,2,2,2-pentafluoroethyl)imidazo[4,5-b]pyridin-2-yl]pyridin-3-amine C(C)SC=1C=C(C=NC1C1=NC=2C(=NC=C(C2)C(C(F)(F)F)(F)F)N1C)N